C(C1=CC=CC=C1)OC1=CC(=C(NC2=CC(=CC=C2)OCCOC)C=C1)C 4-(Benzyloxy)-N-[3-(2-methoxyethoxy)phenyl]-2-methylaniline